1,2,3,4-tetramethylimidazolinium phthalate C(C=1C(C(=O)[O-])=CC=CC1)(=O)[O-].C[NH+]1C(N(C(C1)C)C)C.C[NH+]1C(N(C(C1)C)C)C